FC(C(F)F)(OC1=CC=C(C(=O)NC=2OC(=NN2)C2=CC=CC=C2)C=C1)F 4-(1,1,2,2-tetrafluoroethoxy)-N-(5-phenyl-1,3,4-oxadiazol-2-yl)benzamide